N-(6-chloro-1-(3-(3-hydroxyphenyl)prop-2-yn-1-yl)-3-methyl-2,4-dioxo-1,2,3,4-tetrahydropyrimidin-5-yl)butyramide ClC1=C(C(N(C(N1CC#CC1=CC(=CC=C1)O)=O)C)=O)NC(CCC)=O